4-methylbenzenesulfonic acid [(4-formyl-2-methoxyphenoxy) ethyl] ester C(=O)C1=CC(=C(OCCOS(=O)(=O)C2=CC=C(C=C2)C)C=C1)OC